S1C(=NC2=C1C=CC=C2)NC(=O)C=2C=CC=C1CCN(CC21)C2=CC=C(C(=N2)C(=O)NS(=O)(=O)CCCCCC(=O)O)C=2C=NN(C2C)CC2CCCC2 6-(N-(6-(8-(benzo[d]thiazol-2-ylcarbamoyl)-3,4-dihydroisoquinolin-2(1H)-yl)-3-(1-(cyclopentylmethyl)-5-methyl-1H-pyrazol-4-yl)picolinoyl)sulfamoyl)hexanoic acid